NC1=NC=CC(=C1Cl)N1N=CC(=C1C(F)(F)F)C(=O)NC=1C=NC(=C(C1)Cl)N1N=CC=N1 1-(2-amino-3-chloropyridin-4-yl)-N-(5-chloro-6-(2H-1,2,3-triazol-2-yl)pyridin-3-yl)-5-(trifluoromethyl)-1H-pyrazole-4-carboxamide